COC1CCN(CC1)CC(=O)NC=1N=CC2=CC=C(C=C2C1)C=1C=NN(C1)C 2-(4-methoxypiperidin-1-yl)-N-(6-(1-methyl-1H-pyrazol-4-yl)isoquinolin-3-yl)acetamide